ClC1=C(C=NN1C1CNCCC1(F)F)[N+](=O)[O-] 3-(5-chloro-4-nitro-pyrazol-1-yl)-4,4-difluoro-piperidine